CN(C(=N)NC#N)C 1,1-Dimethyl-3-cyanoguanidin